tert-butyl (1-(4-(4-((1-(tert-butyl)-1H-1,2,3-triazole-4-carboxamido)methyl)-3-methylphenyl)pyridin-3-yl)-2-oxopiperidin-3-yl)(methyl)carbamate C(C)(C)(C)N1N=NC(=C1)C(=O)NCC1=C(C=C(C=C1)C1=C(C=NC=C1)N1C(C(CCC1)N(C(OC(C)(C)C)=O)C)=O)C